NC1CNC1 3-aminoazetidin